1-[3-cyclopropyl-5-[(2-fluoro-2-methyl-propyl)sulfamoyl]-7,8-dihydro-6H-cyclopenta[g]Isoquinolin-7-yl]-3-(2-methyl-3-pyridyl)thiourea C1(CC1)C=1N=CC2=CC3=C(C(=C2C1)S(NCC(C)(C)F)(=O)=O)CC(C3)NC(=S)NC=3C(=NC=CC3)C